C1(CC1)CNN(C(C1=CC=C(C=C1)N1N=CN=C1)=O)C1=C(C=C(C=C1Br)C(C(F)(F)F)(C(F)(F)F)F)Br N-(cyclopropylmethyl)amino-N-(2,6-dibromo-4-(perfluoropropan-2-yl)phenyl)-4-(1H-1,2,4-triazol-1-yl)benzamide